3-(3-ethyl-4-oxo-spiro[6,8-dihydro-5H-pyrazolo[4,3-c]azepine-7,4'-tetrahydropyran]-1-yl)propyl 2-methylpyrimidine-5-carboxylate CC1=NC=C(C=N1)C(=O)OCCCN1N=C(C=2C(NCC3(CCOCC3)CC21)=O)CC